NC=1C2=C(N=CN1)N(C(=C2C2=CC=C(C=C2)C(=O)N2CCCC2)C2=CC=C(C=C2)NC(\C=C\CN(C)C)=O)C (E)-N-(4-(4-amino-7-methyl-5-(4-(pyrrolidine-1-carbonyl)phenyl)-7H-pyrrolo[2,3-d]pyrimidin-6-yl)phenyl)-4-(dimethylamino)but-2-enamide